OC1=NC(=CC(=N1)N)N 2-hydroxy-4,6-diaminopyrimidine